C(C)(C)(C)OC(=O)N1CC2(C1)CC(C(CC2)OS(=O)(=O)C)C 6-methyl-7-(methylsulfonyloxy)-2-azaspiro[3.5]nonane-2-carboxylic acid tert-butyl ester